(1R,2S)-2-(3-{[2-(2-hydroxyethyl)-5-methoxy-6-(morpholin-4-yl)pyrimidin-4-yl]amino}-1H-indazol-6-yl)-5'-methoxy-1'H-spiro[cyclopropane-1,3'-indol]-2'-one OCCC1=NC(=C(C(=N1)NC1=NNC2=CC(=CC=C12)[C@@H]1C[C@@]12C(NC1=CC=C(C=C21)OC)=O)OC)N2CCOCC2